FC(C=1C=C(C=C(C1)C(F)(F)F)CCNC(CC1N(C(CC1)=O)CC1=CC=C(C=C1)C)=O)(F)F N-[2-[3,5-bis(trifluoromethyl)phenyl]ethyl]-2-[1-[(4-methylphenyl)methyl]-5-oxopyrrolidin-2-yl]acetamid